OCCN[C@@H]1[C@H](CC2=CC(=CC=C12)OCC=1C(=C(C=CC1)C1=CC=CC=C1)C)O (1S,2S)-1-((2-hydroxyethyl)amino)-5-((2-methyl-[1,1'-biphenyl]-3-yl)methoxy)-2,3-dihydro-1H-inden-2-ol